tert-butyl (5-chloro-2-fluoro-4-(5-(hydroxymethyl)pyridin-3-yl)phenyl)carbamate ClC=1C(=CC(=C(C1)NC(OC(C)(C)C)=O)F)C=1C=NC=C(C1)CO